C(C)(C)(C)N(C(O)=O)CCC#CC1=CC=CC2=C(C=CC=C12)N1C(NC(CC1)=O)=O.C(C1CO1)OC1=CC=C(C=C1)OCC1CO1 1,4-bisglycidyloxybenzene tert-butyl-(4-(5-(2,4-dioxotetrahydropyrimidin-1(2H)-yl)naphthalen-1-yl)but-3-yn-1-yl)carbamate